(piperidin-1-yl)-4-(trifluoromethyl)aniline N1(CCCCC1)NC1=CC=C(C=C1)C(F)(F)F